CCCCCCCC/C=C/CCCCCCCC(=O)O[C@@]1([C@@H]([C@H]([C@@H]([C@H](O1)CO)O)O)O)OC2([C@H]([C@@H]([C@H](O2)CO)O)O)CO sucrose monooleate